1-(9-(pyridin-2-yl)-6-oxaspiro[4.5]decan-9-yl)propan-2-amine N1=C(C=CC=C1)C1(CCOC2(CCCC2)C1)CC(C)N